C(CN(CC(=O)[O-])CC(=O)[O-])N(CC(=O)O)CC(=O)[O-].[Na+].[Na+].O=C1C(O)=C(O)[C@H](O1)[C@@H](O)CO.[Na+] sodium ascorbate disodium ethylenediaminetetraacetate